Tris(3-carboxy-2,5-dihydroxyphenylmethyl)amin C(=O)(O)C=1C(=C(C=C(C1)O)CN(CC1=C(C(=CC(=C1)O)C(=O)O)O)CC1=C(C(=CC(=C1)O)C(=O)O)O)O